1-methyl-3-(5-(4-(oxetan-3-yl)piperazin-1-yl)pyridin-2-ylamino)-5-(4,4,5,5-tetramethyl-1,3,2-dioxaborolan-2-yl)pyridine-2(1H)-one CN1C(C(=CC(=C1)B1OC(C(O1)(C)C)(C)C)NC1=NC=C(C=C1)N1CCN(CC1)C1COC1)=O